7-chloro-2,4-dimethyl-2-(4-(8-oxo-2,7-diazaspiro[4.4]non-2-yl)cyclohexyl)benzo[D][1,3]dioxan-5-carboxylic acid ClC=1C=C(C2=C(OC(OC2C)(C2CCC(CC2)N2CC3(CC2)CNC(C3)=O)C)C1)C(=O)O